Cl.N[C@@H](CC(=O)OCC)C=1C=C(C=C(C1F)C)C1=C(C(=C(C=C1C)C)F)C ethyl (S)-3-amino-3-(3',4-difluoro-2',4',5,6'-tetramethyl-[1,1'-biphenyl]-3-yl)propanoate hydrochloride